N1(N=CC=C1)C1=C2CCO[C@@H](C2=CC=C1)CN(C(OC(C)(C)C)=O)C (S)-tert-butyl ((5-(1H-pyrazol-1-yl)isochroman-1-yl)methyl)(methyl)carbamate